4-fluoro-6-[2-(2-oxooxazolidin-3-yl)ethoxy]indane-2-carbaldehyde FC1=C2CC(CC2=CC(=C1)OCCN1C(OCC1)=O)C=O